3-[bis(dimethyl-amino)methyl]-3H-benzotriazole-1-oxide CN(C)C(N1N=[N+](C2=C1C=CC=C2)[O-])N(C)C